The molecule is a bridged organic heteropentacyclic compound that is 3,4,5,6-tetrahydro-2H,8H-2,6-epoxyoxocino[3,2-b]xanthen-8-one substituted by a hydroxy group at position 7, a methoxy group at position 9 and a methyl group at position 2. It is isolated from the marine derived fungus Chaetomium and has antiprotozoal activity. It has a role as a metabolite and an antiprotozoal drug. It is a member of phenols, a bridged compound, a cyclic ketal, a cyclic ketone and an organic heteropentacyclic compound. CC12CCCC(O1)C3=C(O2)C=C4C(=C3O)C(=O)C5=C(O4)C=CC=C5OC